S=C1NN=C(C(N1)=O)CC1=C(C=C(C(=C1)F)F)F 3-thioxo-6-(2,4,5-trifluorobenzyl)-3,4-dihydro-1,2,4-triazin-5(2H)-one